CS(=O)(=O)O.C1(CCCCC1)P(C1=C(C=CC=C1)C1=C(C=C(C=C1C(C)C)C(C)C)C(C)C)C1CCCCC1 dicyclohexyl-[2-(2,4,6-triisopropylphenyl)phenyl]phosphine methanesulfonate